benzofuran-2-yl-(3-methoxyphenyl)methanone O1C(=CC2=C1C=CC=C2)C(=O)C2=CC(=CC=C2)OC